2-amino-2-(3-bromothieno[2,3-c]pyridin-4-yl)acetonitrile NC(C#N)C1=C2C(=CN=C1)SC=C2Br